BrC1=CC=CC=2C=3N(C(=NC12)N[C@H]1C(NCCC1)=O)N=C(N3)C3=C(C=CC=C3)OC(F)(F)F (3R)-3-({7-bromo-2-[2-(trifluoromethoxy)phenyl][1,2,4]triazolo[1,5-c]quinazolin-5-yl}amino)piperidin-2-one